(S)-methyl 2-((S)-2-(7-chloro-5-methoxy-1H-indole-2-carboxamido)-3-cyclopropylpropanamido)-3-((S)-2-oxopyrrolidin-3-yl)propanoate ClC=1C=C(C=C2C=C(NC12)C(=O)N[C@H](C(=O)N[C@H](C(=O)OC)C[C@H]1C(NCC1)=O)CC1CC1)OC